N-ethyl-N-(3-(2-imino-4-oxothiazolidin-3-yl)-4-isopropylphenyl)acetamide C(C)N(C(C)=O)C1=CC(=C(C=C1)C(C)C)N1C(SCC1=O)=N